(R or S)-1-(2-(4-cyclobutyl-2-hydroxyphenyl)-5-(5-hydroxy-6-(trifluoromethyl)nicotinoyl)-2,3,4,5,5a,6,8,9-octahydro-7H-1,2,5,7-tetraazabenzo[cd]azulen-7-yl)prop-2-en-1-one C1(CCC1)C1=CC(=C(C=C1)N1N=C2CCN(C[C@H]3C2=C1CCN3C(C3=CN=C(C(=C3)O)C(F)(F)F)=O)C(C=C)=O)O |o1:17|